(E)-3-(4-carbomethoxyphenyl)-propenyl bromide C(=O)(OC)C1=CC=C(C=C1)C/C=C/Br